COC(=O)C=1C(N(C=2CCCC(C2C1)=O)C1=CC=C(C=C1)F)=O.IC1=CC=C(N)C=C1 4-iodoaniline methyl-1-(4-fluorophenyl)-2,5-dioxo-1,2,5,6,7,8-hexahydroquinoline-3-carboxylate